4-methyl-3-(methyl(1-(pyrazolo[1,5-a]pyrazin-3-yl)azetidin-3-yl)amino)-N-(5-(trifluoromethyl)pyridin-3-yl)benzamide CC1=C(C=C(C(=O)NC=2C=NC=C(C2)C(F)(F)F)C=C1)N(C1CN(C1)C=1C=NN2C1C=NC=C2)C